C(C)(C)(C)C1=CC(=C(C=C1Cl)C=1C=C(C=2C(=CN=NC2C(=O)N)N1)OC)C 2-(4-tert-butyl-5-chloro-2-methyl-phenyl)-4-methoxy-pyrido[2,3-d]pyridazine-5-carboxamide